(2R,3S,4S,5S)-3-(3,4-difluoro-2-hydroxy-phenyl)-4,5-dimethyl-5-(trifluoromethyl)tetrahydrofuran FC=1C(=C(C=CC1F)[C@H]1CO[C@@]([C@H]1C)(C(F)(F)F)C)O